COC1=CC(C2=CC3=CC=C(C=C3C2=C1)OC)=O 3,6-dimethoxyfluorenone